(R)-3-(7-(4-Fluorobenzoyl)-8-methyl-3-(3-methyl-1,2,4-thiadiazol-5-yl)-5,6,7,8-Tetrahydroimidazo[1,5-a]pyrazin-1-yl)imidazolin-2-one FC1=CC=C(C(=O)N2[C@@H](C=3N(CC2)C(=NC3N3C(NCC3)=O)C3=NC(=NS3)C)C)C=C1